[I-].[I-].C[SiH](C)[Zr+2](C1CCC2CC=CC=C12)C1CCC2CC=CC=C12 Dimethylsilyl-bis(tetrahydroindenyl)zirconium diiodide